BrC=1C=C2C(=NC=NC2=CC1)NC1=CC=C(C=C1)Cl 6-bromo-N-(4-chlorophenyl)quinazolin-4-amine